(Z)-N-(cycloocta-4-en-1-ylmethyl)-4-bromoaniline C1(CC\C=C/CCC1)CNC1=CC=C(C=C1)Br